OC=1N=C2N(C(C1)=O)C[C@](N2)(C(F)(F)F)C (S)-7-hydroxy-2-methyl-2-(trifluoromethyl)-2,3-dihydroimidazo[1,2-a]pyrimidin-5(1H)-one